C(C)(C)(C)OC(=O)N1C2CCC(C1CC)C2 3-ethyl-2-azabicyclo[2.2.1]Heptane-2-carboxylic acid tert-butyl ester